5-[2-(1,3-dioxoisoindol-2-yl)ethyl]-3-acetamidoindole-1-carboxylic acid tert-butyl ester C(C)(C)(C)OC(=O)N1C=C(C2=CC(=CC=C12)CCN1C(C2=CC=CC=C2C1=O)=O)NC(C)=O